CC1(CC(NO1)=O)C 5,5-dimethylisoxazolidone